2-fluoro-N-(5-fluoro-2-methyl-3-(4,4,5,5-tetramethyl-1,3,2-dioxaborolan-2-yl)phenyl)-4-(2-hydroxypropan-2-yl)benzamide FC1=C(C(=O)NC2=C(C(=CC(=C2)F)B2OC(C(O2)(C)C)(C)C)C)C=CC(=C1)C(C)(C)O